tert-butyl 4-(5-{2-[(tert-butoxycarbonyl)amino]pyrimidin-4-yl}-4-[2-fluoro-3-(propane-1-sulfonamido)phenyl]-1,3-thiazol-2-yl)-4-methylpiperidine-1-carboxylate C(C)(C)(C)OC(=O)NC1=NC=CC(=N1)C1=C(N=C(S1)C1(CCN(CC1)C(=O)OC(C)(C)C)C)C1=C(C(=CC=C1)NS(=O)(=O)CCC)F